3,4-dihydropyrrolo[1,2-a]pyrazine C=1C=2N(CCN1)C=CC2